1-(5-tert-butylisoxazol-3-yl)-3-methylurea C(C)(C)(C)C1=CC(=NO1)NC(=O)NC